10-(6-methyl-2-phenylindolizin-3-yl)-10H-phenothiazine CC1=CN2C(=C(C=C2C=C1)C1=CC=CC=C1)N1C2=CC=CC=C2SC=2C=CC=CC12